N-chlorobenzenesulfonamide sodium salt [Na].ClNS(=O)(=O)C1=CC=CC=C1